S1C(=NC2=C1C=CC=C2)SSC=2SC1=C(N2)C=CC=C1 2,2'-Dithiobisbenzothiazole